O1C(=CC2=C1C=CC=C2)C=2CC1C(CN(C1)C)C2 5-(benzofuran-2-yl)-2-methyl-1,2,3,3a,4,6a-hexahydrocyclopenta[c]pyrrole